C(C)(C)OC1=C(N=CC=2N1N=C(N2)N[C@@H]2[C@@H](CN(CC2)C2CC(C2)CO)C)C=2C=NNC2 (3-((3R,4S)-4-((5-isopropoxy-6-(1H-pyrazol-4-yl)-[1,2,4]triazolo[1,5-a]pyrazin-2-yl)amino)-3-methylpiperidin-1-yl)cyclobutyl)methanol